CN(C1=CC=C(N=N1)C(O)C1=CC(=C(C=C1)F)C1=NC=NC2=CC(=CC=C12)N1CCOCC1)C (6-Dimethylamino-pyridazin-3-yl)-[4-fluoro-3-(7-morpholin-4-yl-quinazolin-4-yl)phenyl]-methanol